FC(C1(CCNCCC1)O)(F)F 4-(trifluoromethyl)azepan-4-ol